COC(=O)C=1N=C(SC1)NCCCCCN(C)C 2-[5-(dimethylamino)pentylamino]thiazole-4-carboxylic acid methyl ester